3-(3,5-Difluorophenyl)-2-azabicyclo[3.1.0]hexane FC=1C=C(C=C(C1)F)C1NC2CC2C1